1,5,2,4-dioxadithiane 2,2,4,4-tetraoxide O1S(CS(OC1)(=O)=O)(=O)=O